COC1N(C(N(C1)CCC(=O)O)=CC1=CC=CC=C1)OC dimethoxybenzylideneimidazolidinepropionic acid